6-cyclopropylpyridazin C1(CC1)C1=CC=CN=N1